tributyl-(2-ethoxyallyl)stannane C(CCC)[Sn](CC(=C)OCC)(CCCC)CCCC